BrC=1C=NC=CC1CCl 3-bromo-4-(chloromethyl)pyridine